5-Ethyl-3-methyl-2-(difluoromethyl)-4-(3-fluoro-2-(1-fluoroethyl) phenyl)-6-methyl-1,4-dihydropyridine-3,5-dicarboxylate C(C)C1(C(C(C(NC1C)C(F)F)(C(=O)[O-])C)C1=C(C(=CC=C1)F)C(C)F)C(=O)[O-]